methyl 2-(5-(dimethylamino)naphthalen-1-yl)acetate CN(C1=C2C=CC=C(C2=CC=C1)CC(=O)OC)C